(E)-N-benzyloxy-1,1-dimethyl-silepan-4-imine C(C1=CC=CC=C1)O/N=C\1/CC[Si](CCC1)(C)C